5-methoxy-4-(methylamino)-7-(trifluoromethyl)-1-(2-(trifluoromethyl)pyridin-3-yl)quinazolin-2(1H)-one COC1=C2C(=NC(N(C2=CC(=C1)C(F)(F)F)C=1C(=NC=CC1)C(F)(F)F)=O)NC